hexa-(2-allylphenoxy)cyclotriphosphazene C(C=C)C1=C(OP2(=NP(=NP(=N2)(OC2=C(C=CC=C2)CC=C)OC2=C(C=CC=C2)CC=C)(OC2=C(C=CC=C2)CC=C)OC2=C(C=CC=C2)CC=C)OC2=C(C=CC=C2)CC=C)C=CC=C1